C(C)(C)C1=C(NC2=CC=C(C=C12)C1CCNCC1)C=1C=CC(N(N1)C)=O 6-(3-isopropyl-5-(piperidin-4-yl)-1H-indol-2-yl)-2-methylpyridazin-3(2H)-one